C1(=CC=CC=C1)C(C[SiH](O[SiH3])CC(C1=CC=CC=C1)C1=CC=CC=C1)C1=CC=CC=C1 Bis-diphenylethyl-disiloxane